dibromomethane-d2 [2H]C([2H])(Br)Br